FC(OC1=CC=CC=C1)F 4-difluoromethoxybenzene